(2-(hydroxymethyl)-7-azaspiro[3.5]non-7-yl)isoindoline-1,3-dione OCC1CC2(C1)CCN(CC2)N2C(C1=CC=CC=C1C2=O)=O